NC1=C(C#N)C=C(C=C1Cl)C=1SC2=C(N1)C=C(C=C2)F 2-Amino-3-chloro-5-(5-fluorobenzothiazol-2-yl)benzonitrile